(2R,3S)-N-((3S)-9-((2-Methoxyethyl)amino)-2-oxo-5-phenyl-2,3-dihydro-1H-1,4-benzodiazepin-3-yl)-2,3-bis(3,3,3-trifluoropropyl)succinamide COCCNC1=CC=CC=2C(=N[C@@H](C(NC21)=O)NC([C@@H]([C@@H](C(=O)N)CCC(F)(F)F)CCC(F)(F)F)=O)C2=CC=CC=C2